ClC=1C(=CC2=CN(N=C2C1)C)\N=C\1/NC(N(C(N1CC1=C(C=C(C(=C1)F)F)F)=O)CC1=NN(C=N1)C)=O (6E)-6-[(6-chloro-2-methyl-2H-indazol-5-yl)imino]-3-[(1-methyl-1H-1,2,4-triazol-3-yl)methyl]-1-(2,4,5-trifluoro-benzyl)-1,3,5-triazine-2,4-dione